ClC1=NC=2N(C(=C1)NCC=1SC3=C(N1)C=C(C=C3)F)N=CC2C(C)C 5-Chloro-N-((5-fluorobenzo[d]thiazol-2-yl)methyl)-3-isopropylpyrazolo[1,5-a]pyrimidin-7-amine